1,3-dihydro-2H-indole-2-one N1C(CC2=CC=CC=C12)=O